5-(2-Fluoro-4-iodo-phenylamino)-imidazo[1,5-a]pyrazine-6-carboxylic acid (2-hydroxy-ethoxy)-amide OCCONC(=O)C=1N=CC=2N(C1NC1=C(C=C(C=C1)I)F)C=NC2